C1(CCC1)C(C(C(C(=O)[O-])(C1CCC1)C1CCC1)(O)C(=O)[O-])C(=O)[O-] Tricyclobutylcitrat